C(C)(C)(C)OC(=O)N1C(C2CNCC2C1)C(=O)C=1C=C2C=CNC2=CC1 1H-indole-5-carbonyl-hexahydropyrrolo[3,4-c]Pyrrole-2(1H)-carboxylic acid tert-butyl ester